BrC1=CC=CC=2OC3=C(C21)C=CC=C3Br 1,6-dibromodibenzofuran